Ethyl (2S)-4-methyl-2-[(4R)-2-oxooxazolidin-4-yl]pent-4-enoate CC(C[C@H](C(=O)OCC)[C@H]1NC(OC1)=O)=C